CC1=CC(=CC=C1)S(=O)(=O)C=1C(=C(C=CC1)N1CCNCC1)C(F)(F)F 1-(3-(m-toluenesulfonyl)-2-(trifluoromethyl)phenyl)piperazine